3-[4-[(1-isopropyl-4-piperidyl)oxy]anilino]-5-(methylamino)-6-(3-methylimidazo[4,5-c]pyridin-7-yl)pyrazine-2-carboxamide formate salt C(=O)O.C(C)(C)N1CCC(CC1)OC1=CC=C(NC=2C(=NC(=C(N2)NC)C=2C3=C(C=NC2)N(C=N3)C)C(=O)N)C=C1